C(=O)(O)C1=C(C(=O)N[C@H]2[C@@H](O)O[C@@H]([C@H]([C@@H]2O)O)CO)C=CC=C1 2-deoxy-2-o-carboxybenzoylamino-alpha-D-glucose